5-(3-cyclopropyl-2-(piperidine-1-carbonyl)benzothien-7-yl)-2-methylisoindol-1-one C1(CC1)C1=C(SC2=C1C=CC=C2C=2C=C1CN(C(C1=CC2)=O)C)C(=O)N2CCCCC2